[C@@H]12N(C[C@@H](NC1)C2)C=2OC1=C(N2)C=C(C=C1)C=1C(=C(COC=2C(=C(OCC=3C=NC=C(C#N)C3)C=CC2Cl)C=O)C=CC1)C 5-((3-((3-(2-((1S,4S)-2,5-diazabicyclo[2.2.1]hept-2-yl)benzo[d]oxazol-5-yl)-2-methylbenzyl)oxy)-4-chloro-2-formylphenoxy)methyl)nicotinonitrile